2-hydroxy-4-pentadecyloxy-benzophenone OC1=C(C(=O)C2=CC=CC=C2)C=CC(=C1)OCCCCCCCCCCCCCCC